5-(2-chloro-5-pyridinyl)-2-azabicyclo[2.2.2]oct-5-ene hydrochloride Cl.ClC1=NC=C(C=C1)C=1C2CNC(C1)CC2